phenyl (1-((3-bromo-4-chlorophenyl)-ethynyl)cyclopropyl)carbamate BrC=1C=C(C=CC1Cl)C#CC1(CC1)NC(OC1=CC=CC=C1)=O